ClC1=NC=C2C=CC(N(C2=C1)CC)=O 7-chloro-1-ethyl-1H-[1,6]naphthyridin-2-one